FC(OC1=C(C(=NN1C)C(F)(F)F)CS(=O)(=O)C1=NOC(C1)(C)C)F 3-[(5-difluoromethoxy-1-methyl-3-trifluoromethylpyrazole-4-yl)-methylsulfonyl]-4,5-dihydro-5,5-dimethylisoxazole